2,2'-biphenyl bisoctadecanoate C(CCCCCCCCCCCCCCCCC)(=O)O.C(CCCCCCCCCCCCCCCCC)(=O)O.C1=C(C=CC=C1)C1=CC=CC=C1